C(C)(C)C1(NC(=CC2=C1N=C(N=C2)N)OC)N 8-isopropyl-6-methoxypyrido[3,4-d]pyrimidine-2,8-diamine